tert-butyl (2S,4S)-4-[(tert-butyldimethylsilyl)oxy]-2-[[(2-fluoro-4-iodopyridin-3-yl)oxy]methyl]pyrrolidine-1-carboxylate [Si](C)(C)(C(C)(C)C)O[C@H]1C[C@H](N(C1)C(=O)OC(C)(C)C)COC=1C(=NC=CC1I)F